1-(9Z-heptadecenoyl)-2-(5Z,8Z,11Z,14Z,17Z-eicosapentaenoyl)-glycero-3-phospho-(1'-sn-glycerol) CCCCCCC/C=C\CCCCCCCC(=O)OC[C@H](COP(=O)(O)OC[C@H](CO)O)OC(=O)CCC/C=C\C/C=C\C/C=C\C/C=C\C/C=C\CC